(S)-3-cyclopropyl-2-(4-methyl-6-oxo-3-(2-oxoethyl)pyridazin-1(6H)-yl)propanoic acid methyl ester COC([C@H](CC1CC1)N1N=C(C(=CC1=O)C)CC=O)=O